N-[(1S)-1-[2-(6-carbamoylpyrimidin-4-yl)-1,2,4-triazol-3-yl]ethyl]-3-cyclopropyl-2-(methoxymethyl)-N-methyl-5-(trifluoromethyl)indazole-7-carboxamide C(N)(=O)C1=CC(=NC=N1)N1N=CN=C1[C@H](C)N(C(=O)C1=CC(=CC2=C(N(N=C12)COC)C1CC1)C(F)(F)F)C